di(2-cyanoethyl)amine C(#N)CCNCCC#N